NC1=NC=CC(=N1)C=1C=C(C=CC1)CC(C(=O)OC(C)(C)C)(C)C tert-butyl 3-(3-(2-aminopyrimidin-4-yl) phenyl)-2,2-dimethylpropionate